NC1=CC(=C(C=C1)N1CC(C1)CN1CCNCC1)F 4-{[1-(4-amino-2-fluorophenyl)azetidin-3-yl]methyl}piperazine